tert-butyl 4-[2-(4-bromophenyl)-3-carbamoyl-2H-pyrazolo[4,3-b]pyridin-7-yl]piperazine-1-carboxylate BrC1=CC=C(C=C1)N1N=C2C(N=CC=C2N2CCN(CC2)C(=O)OC(C)(C)C)=C1C(N)=O